(4-hydroxyphenyl)-4-(4-methoxy-3-methylphenyl)chroman-7-ol OC1=CC=C(C=C1)C1OC2=CC(=CC=C2C(C1)C1=CC(=C(C=C1)OC)C)O